(3S)-5-methyl-2-[6-methyl-4-(trifluoromethyl)-2-pyridyl]-N-(m-tolyl)-1,1-dioxo-N-(trideuteriomethyl)-1,2,5-thiadiazolidine-3-carboxamide CN1C[C@H](N(S1(=O)=O)C1=NC(=CC(=C1)C(F)(F)F)C)C(=O)N(C([2H])([2H])[2H])C=1C=C(C=CC1)C